COC(=O)C1=CC=C2C(=CNC2=C1)C(N[C@@H]1C(NC(CC1)=O)=O)=O (S)-3-((2,6-Dioxopiperidin-3-yl)carbamoyl)-1H-indole-6-carboxylic acid methyl ester